1-(3-fluoro-4-methylbenzyl)-5-hydroxy-N-methyl-2-oxo-8-(thiophen-3-ylmethoxy)-2,3-dihydro-1H-benzo[b]azepine-4-carboxamide FC=1C=C(CN2C3=C(C(=C(CC2=O)C(=O)NC)O)C=CC(=C3)OCC3=CSC=C3)C=CC1C